F[P-](F)(F)(F)(F)F.N1(N=NC2=C1C=CC=C2)OC(=[N+](C)C)N(C)C O-benzotriazol-1-yl-N,N,N',N'-tetramethyluronium hexafluoro-phosphate